tert-butyl 7-(7-iodo-5-{[2-(trimethylsilyl)ethoxy] methyl}-5H-pyrrolo[2,3-b]pyrazin-3-yl)-1,7-diazaspiro[3.5]nonane-1-carboxylate IC1=CN(C2=NC(=CN=C21)N2CCC1(CCN1C(=O)OC(C)(C)C)CC2)COCC[Si](C)(C)C